(2S)-2-(2,4-dimethylpyridin-3-yl)-1-methylpyrrolidin-1-ium ditartrate C(=O)([O-])C(O)C(O)C(=O)[O-].C(=O)([O-])C(O)C(O)C(=O)[O-].CC1=NC=CC(=C1[C@H]1[NH+](CCC1)C)C.CC1=NC=CC(=C1[C@H]1[NH+](CCC1)C)C.CC1=NC=CC(=C1[C@H]1[NH+](CCC1)C)C.CC1=NC=CC(=C1[C@H]1[NH+](CCC1)C)C